6-bromo-1H-indole-1,2-dicarboxylic acid 1-tert-butyl 2-methyl ester COC(=O)C=1N(C2=CC(=CC=C2C1)Br)C(=O)OC(C)(C)C